[Cl-].C(C1CO1)[N+](CCCCCCCCCCCC)(C)C glycidyl-dimethyldodecylammonium chloride